1,6-bis(2,4-dimethylbenzoyl-peroxycarbonyloxy)hexane CC1=C(C(=O)OOC(=O)OCCCCCCOC(=O)OOC(C2=C(C=C(C=C2)C)C)=O)C=CC(=C1)C